C1(CCCC1)N1C(C(=CC2=C1N=C(N=C2)N2CCC(CC2)NCCC2=CC=CC=C2)C=2C=C(C=O)C=CC2)=O 3-(8-cyclopentyl-7-oxo-2-(4-(phenethylamino)piperidin-1-yl)-7,8-dihydropyrido[2,3-d]pyrimidin-6-yl)benzaldehyde